tertbutyl N-[(1R)-2-[benzyloxycarbonyl-[(4-bromo-1-methyl-pyrazol-3-yl)methyl]amino]-1-methyl-ethyl]-N-methyl-carbamate C(C1=CC=CC=C1)OC(=O)N(C[C@@H](C)N(C(OC(C)(C)C)=O)C)CC1=NN(C=C1Br)C